Bromo-2-(2-chloro-6-fluorophenyl)-7-fluoro-4-isopropyl-2H-benzo[b][1,4]oxazin-3(4H)-one BrC1(C(N(C2=C(O1)C=C(C=C2)F)C(C)C)=O)C2=C(C=CC=C2F)Cl